OC1=C(C=NC=C1C)C(=O)O 4-Hydroxy-5-methyl-3-pyridinecarboxylic acid